6-(1,4-dioxa-8-azaspiro[4.5]decan-8-yl)benzo[cd]indol-2(1H)-one O1CCOC12CCN(CC2)C=2C=1C3=C(C(NC3=CC2)=O)C=CC1